(3S)-4-(2-chloro-6-((1-(methoxycarbonyl)-1,2,3,4-tetrahydronaphthalen-1-yl)methyl)-5-nitropyrimidin-4-yl)-3-methylpiperazine-1-carboxylic acid tert-butyl ester C(C)(C)(C)OC(=O)N1C[C@@H](N(CC1)C1=NC(=NC(=C1[N+](=O)[O-])CC1(CCCC2=CC=CC=C12)C(=O)OC)Cl)C